COC=1C=CC=C2C=CC(=NC12)N1CCC(CC1)C1=NC(=NO1)C=1C=CC(=NC1)N1CCC(CC1)CNC(OC(C)(C)C)=O tert-butyl ((1-(5-(5-(1-(8-methoxyquinolin-2-yl)piperidin-4-yl)-1,2,4-oxadiazol-3-yl)pyridin-2-yl)piperidin-4-yl)methyl)carbamate